FC1=C(C(=CC=C1)OC)C1=CC(=C(N=N1)N(C1CC(NC(C1)(C)C)(C)C)C)C=1C=NN(C1)C 6-(2-fluoro-6-methoxyphenyl)-N-methyl-4-(1-methyl-1H-pyrazol-4-yl)-N-(2,2,6,6-tetramethylpiperidin-4-yl)pyridazin-3-amine